(1R,2R,3R)-2-ethyl-N-(6-(1-((3S,4S)-4-fluoro-3-methyltetrahydrofuran-3-yl)piperidin-4-yl)-7-methylisoquinolin-3-yl)-3-(1-methyl-1H-pyrazol-4-yl)cyclopropane-1-carboxamide C(C)[C@H]1[C@H]([C@@H]1C=1C=NN(C1)C)C(=O)NC=1N=CC2=CC(=C(C=C2C1)C1CCN(CC1)[C@]1(COC[C@H]1F)C)C